N-[(2S)-1-(3-fluoropropoxy)-3-methylbutan-2-yl]-6-{[(1R,2S)-2-(hydroxymethyl)cyclopropyl]methoxy}-5-(3-methoxyazetidin-1-yl)pyridine-2-carboxamide FCCCOC[C@H](C(C)C)NC(=O)C1=NC(=C(C=C1)N1CC(C1)OC)OC[C@H]1[C@H](C1)CO